3-cyclopropyl-4-(3-methyl-4-(methylsulfonyl)phenyl)-1H-pyrazolo[4,3-c]pyridine C1(CC1)C1=NNC2=C1C(=NC=C2)C2=CC(=C(C=C2)S(=O)(=O)C)C